(2,2-dimethylcyclopropyl)(2-(4-phenyl-1H-imidazol-2-yl)piperidin-1-yl)methanone fluoroborate F[B-](F)(F)F.CC1(C(C1)C(=O)N1C(CCCC1)C=1NC=C(N1)C1=CC=CC=C1)C